CN(CCOC1=CC(=C(C(=O)NC2=C3C=CC=NC3=CC=C2)C=C1)OC)C 4-[2-(dimethylamino)ethoxy]-2-methoxy-N-(quinolin-5-yl)benzamide